phospho-Threonine P(=O)(O)(O)O[C@@H]([C@H](N)C(=O)O)C